(±)-trans-1,2-cyclohexanediamine [C@@H]1([C@@H](CCCC1)N)N |r|